NC1=C(C=C(C=N1)NC(C(=O)N1C(CCC(C1)C)C=1C=C2C3(C(NC2=CC1)=O)CC3)=O)CC N-(6-amino-5-ethylpyridin-3-yl)-2-(5-methyl-2-(2'-oxospiro[cyclopropane-1,3'-indoline]-5'-yl)piperidin-1-yl)-2-oxoacetamide